ClC1=NC=C(C(=C1)NCCOC1=C(C=NN1C)C1=NC=CC(=N1)N)C1=NN(C=C1)C(F)F 2-(5-(2-((2-Chloro-5-(1-(difluoromethyl)-1H-pyrazol-3-yl)pyridin-4-yl)amino)ethoxy)-1-methyl-1H-pyrazol-4-yl)pyrimidin-4-amine